tert-butyl-[3-[1-[(1R)-3-[(3R)-3-[(4-methoxyphenyl)methoxy]butoxy]-1-methyl-propyl]pyrazol-4-yl]-1-tetrahydropyran-2-yl-indazol-5-yl]oxy-dimethyl-silane C(C)(C)(C)[Si](C)(C)OC=1C=C2C(=NN(C2=CC1)C1OCCCC1)C=1C=NN(C1)[C@@H](CCOCC[C@@H](C)OCC1=CC=C(C=C1)OC)C